CC1=NN(C2=NC(=NC=C21)N2CC1(C2)CN(CC1)C1=NC(=NC(=C1)C(F)(F)F)C)C1COC1 2-[3-methyl-1-(oxetan-3-yl)-1H-pyrazolo[3,4-d]pyrimidin-6-yl]-6-[2-methyl-6-(trifluoromethyl)pyrimidin-4-yl]-2,6-diazaspiro[3.4]octane